OC1=C(C(=CC(=C1)O)OC)C(\C=C\C=1SC(=CC1)C)=O (E)-1-(2,4-dihydroxy-6-methoxyphenyl)-3-(5-methylthiophene-2-yl)prop-2-en-1-one